C1(=CC=CC=C1)C=1C2=C(C3=C(C(=C(N3C3=CC=CC=C3)C(=C3C=CC(C(=C4C=CC(=C(C(C1)=N2)C2=CC=CC=C2)N4)C4=CC=CC=C4)=N3)C3=CC=CC=C3)C3=CC=CC=C3)C3=CC=CC=C3)C3=CC=CC=C3 tetraphenyl-tetraphenylporphyrin